6-(propylamino)-5,6,7,8-tetrahydronaphthalen-1-ol C(CC)NC1CC=2C=CC=C(C2CC1)O